N1(CCOCC1)CC(CC)O 1-(4-morpholinyl)-2-butanol